FC(C1=CC=C(C=C1)NC(=O)C(C(C)=O)C#N)(F)F N-(4-trifluoromethylphenyl)-1-cyano-2-ketopropyl-carboxamide